NC(C(=O)O)CCCCNC(=O)OC1C#CCCCCC1 2-amino-6-(cyclooct-2-yn-1-yloxycarbonylamino)hexanoic acid